C(=CCCCCCC)[SiH2]C=C(C)C octenyldimethylvinylsilane